tert-butyl (2S,5S)-5-(((tert-butyldiphenylsilyl)oxy)methyl)-2-((2-(2-cyclopropyl-4-fluorophenyl)propan-2-yl)carbamoyl)morpholine-4-carboxylate [Si](C1=CC=CC=C1)(C1=CC=CC=C1)(C(C)(C)C)OC[C@@H]1CO[C@@H](CN1C(=O)OC(C)(C)C)C(NC(C)(C)C1=C(C=C(C=C1)F)C1CC1)=O